C(C)N(CC)[Si](OCC(C)C)(OCC(C)C)OCC(C)C diethylaminotriisobutoxysilane